1-[[4-[5-(trifluoromethyl)-1,2,4-oxadiazol-3-yl]phenyl]methyl]pyrrole-3-carbonitrile FC(C1=NC(=NO1)C1=CC=C(C=C1)CN1C=C(C=C1)C#N)(F)F